S1NNC=C1 dihydro-1,2,3-thiadiazole